Di-[3-(o-toluenesulfonyloxy)phenyl]urea CC=1C(=CC=CC1)S(=O)(=O)OC=1C=C(C=CC1)NC(NC1=CC(=CC=C1)OS(=O)(=O)C=1C(C)=CC=CC1)=O